9,9-bis(trifluoromethyl)-2,3,6,7-xanthenetetracarboxylic acid tetra-n-butyl ester C(CCC)OC(=O)C1=CC=2C(C3=CC(=C(C=C3OC2C=C1C(=O)OCCCC)C(=O)OCCCC)C(=O)OCCCC)(C(F)(F)F)C(F)(F)F